NC1=NC(=NC=C1)N1CC(C(CC1)O)(C)F (4-aminopyrimidin-2-yl)-3-fluoro-3-methylpiperidin-4-ol